(Z)-3-fluoro-3-indolyl-N-phenylacrylamide F\C(=C/C(=O)NC1=CC=CC=C1)\C=1NC2=CC=CC=C2C1